monoricinoleic acid glyceryl ester C(C(O)CO)OC(CCCCCCC\C=C/C[C@H](O)CCCCCC)=O